C(C)[C@H]1N(C[C@@H](N(C1)C=1C=2N(N(C(C1)=O)C)C=C(N2)CC#N)C)C(C)C2=CC1=C(N=C(S1)C)C=C2F 2-(8-((2s,5r)-5-ethyl-4-(1-(5-fluoro-2-methylbenzo[d]thiazol-6-yl)ethyl)-2-methylpiperazin-1-yl)-5-methyl-6-oxo-5,6-dihydroimidazo[1,2-b]pyridazin-2-yl)acetonitrile